COC(=O)C1=NC(=CN=C1)Cl methyl-6-chloropyrazine-2-carboxylate